N12C=C(C3=CC=CC(CCC1)=C23)[C@@H]2C(NC([C@H]2C2=CNC3=CC=CC=C23)=O)=O (3R,4R)-3-(1-azatricyclo[6.3.1.04,12]dodeca-2,4,6,8(12)-tetraen-3-yl)-4-(1H-indol-3-yl)pyrrolidine-2,5-dione